2-[(7-amino-4-{3-methyl-1H-pyrazolo[3,4-c]pyridin-5-yl}-1-oxo-2,3-dihydro-1H-isoindol-2-yl)methyl]prop-2-enenitrile NC=1C=CC(=C2CN(C(C12)=O)CC(C#N)=C)C=1C=C2C(=CN1)NN=C2C